chloro-2-methoxypyrimidin-4-amine ClC=1C(=NC(=NC1)OC)N